2-(5-benzylhexahydropyrrolo[3,4-c]pyrrol-2(1H)-yl)-1-(4-hydroxyphenyl)ethanone C(C1=CC=CC=C1)N1CC2C(C1)CN(C2)CC(=O)C2=CC=C(C=C2)O